N-(2-Amino-3-fluoro-4-((4-hydroxybenzyl)amino)phenyl)-6,7-difluoroheptanamid NC1=C(C=CC(=C1F)NCC1=CC=C(C=C1)O)NC(CCCCC(CF)F)=O